C(CCCC)CC(C(=O)N)(O)CCCCC diamyl-lactamide